C1(=CC=C(C=C1)CC#N)C1=CC=C(C=C1)CC#N 2,2'-([1,1-biphenyl]-4,4'-diyl)diacetonitrile